CSC1=C(C=CC(=C1)N1CCOCC1)NC(=O)C=1C=NN2C1N=C(C=C2)N[C@H]2CNCCC2 (R)-N-(2-(methylthio)-4-morpholinophenyl)-5-(piperidin-3-ylamino)pyrazolo[1,5-a]pyrimidine-3-carboxamide